2,2-Bis(4-hydroxyphenyl)-1-phenyl-1H-indol-3-on OC1=CC=C(C=C1)C1(N(C2=CC=CC=C2C1=O)C1=CC=CC=C1)C1=CC=C(C=C1)O